C(C)(C)OC1=CC(=NN1)N 5-isopropoxy-1H-pyrazol-3-amine